C1(C(C1=C(C#N)C1=C(C(=C(C(=C1F)F)F)F)F)=C(C#N)C1=C(C(=C(C(=C1F)F)F)F)F)=C(C#N)C1=C(C(=C(C(=C1F)F)F)F)F 1,2,3-cyclopropane-triylidenetris[2,3,4,5,6-pentafluorophenylacetonitrile]